[Si](C)(C)(C(C)(C)C)OC[C@@H]1OCC[C@H]1O (2S,3R)-2-[[(tert-butyldimethylsilyl)oxy]methyl]oxolan-3-ol